ClC1=CC=C(C(=N1)S(=O)(=O)N)O[C@H](C)C=1C=C(C=C2C(C(=C(OC12)C1(CC1)CCO)C)=O)C 6-Chloro-3-[(1R)-1-[2-[1-(2-hydroxyethyl)cyclopropyl]-3,6-dimethyl-4-oxo-chromen-8-yl]ethoxy]pyridine-2-sulfonamide